CC1=C(C=CN=N1)C1=CC=CC=C1 6-methyl-5-phenylpyridazine